3,6,9-trioxa-13-azahexadecane-16-oic acid 4-aminobutyl ester NCCCCOC(CCNCCCOCCOCCOCC)=O